Cl.N[C@@H]1C(N(C2=C(OC1)C=CC=N2)C)=O (3S)-3-amino-5-methyl-2,3-dihydropyrido[3,2-b][1,4]oxazepin-4-one hydrochloride